CN(C)[PH4] (dimethylamino)phosphorane